C1(CC1)C=1C(=NC=NC1)NC1=NNC2=CC(=CC=C12)[C@@H]1C[C@@]12C(NC1=CC=C(C=C21)OC)=O (1R,2S)-2-{3-[(5-cyclopropylpyrimidin-4-yl)amino]-1H-indazol-6-yl}-5'-methoxyspiro[cyclopropane-1,3'-indol]-2'(1'H)-one